C(C)N(C(C)C)CCC1=CNC2=CC=C(C=C12)F N-ethyl-N-(2-(5-fluoro-1H-indol-3-yl)ethyl)propan-2-amine